Cl.C(C)C=1C(=NOC1C)CN (4-Ethyl-5-methylisoxazol-3-yl)methanamine hydrochloride